CC(=O)N[C@@H]1[C@H]([C@@H]([C@H](O[C@@H]1O)CO[C@H]2[C@@H]([C@H]([C@@H]([C@H](O2)CO[C@@]3(C[C@H]([C@H]([C@H](O3)[C@@H](CO)O)O)O[C@@]4(C[C@H]([C@H]([C@H](O4)[C@@H](CO[C@@]5(C[C@H]([C@H]([C@H](O5)[C@@H](CO)O)O)O)C(=O)O)O)O)O)C(=O)O)C(=O)O)O)O)NC(=O)C)O)O The molecule is an amino pentasaccharide epitope consisting of three 3-deoxy-D-manno-oct-2-ulose residues and two N-acetylglucosamine residues (one at the reducing end) in a linear sequence. It has a role as an epitope. It is an amino pentasaccharide and a glucosamine oligosaccharide.